(4-bromobutyl)(methyl)carbamic acid tert-butyl ester C(C)(C)(C)OC(N(C)CCCCBr)=O